Nα-methyl-arginine CN[C@@H](CCCNC(N)=N)C(=O)O